beta-naphthamide C1=C(C=CC2=CC=CC=C12)C(=O)N